C1(CCC1)C[C@H]1N(CCC(C1)C=1C=C(C=2N(C1)C=C(N2)C2=CC=C(C=C2)S(=O)(=O)C)C)C2CCNCC2 6-(r-(cyclobutylmethyl)-[1,4'-bipiperidin]-4-yl)-8-methyl-2-(4-(methylsulfonyl)phenyl)imidazo[1,2-a]pyridine